(S)-2-(1-(4-chloro-6-oxo-1,6-dihydropyrimidin-5-yl)cyclopropane-1-carboxamido)-4-(((S)-3-fluoro-2-methoxypropyl)(4-(5,6,7,8-tetrahydro-1,8-naphthyridin-2-yl)butyl)amino)butanoic acid ClC=1N=CNC(C1C1(CC1)C(=O)N[C@H](C(=O)O)CCN(CCCCC1=NC=2NCCCC2C=C1)C[C@@H](CF)OC)=O